methyl 3-(2-acetoxyacetyl)-5-[5-(1-cyano-2-naphthyl)-1-methyl-pyrazol-4-yl]thiophene-2-carboxylate C(C)(=O)OCC(=O)C1=C(SC(=C1)C=1C=NN(C1C1=C(C2=CC=CC=C2C=C1)C#N)C)C(=O)OC